FC([C@@H](C1CCNCC1)NC=1C=C(C=CC1C(F)(F)F)C1=NNC(O1)=O)F 5-[3-{[(1R)-2,2-difluoro-1-(piperidin-4-yl)ethyl]amino}-4-(trifluoromethyl)phenyl]-1,3,4-oxadiazol-2(3H)-one